N-[(1R,2R)-2-amino-1,2-diphenyl-ethyl]-4-methyl-benzenesulfonamide N[C@@H]([C@@H](C1=CC=CC=C1)NS(=O)(=O)C1=CC=C(C=C1)C)C1=CC=CC=C1